O=C1N[C@@H]([C@H]2C[C@@H]12)COC1=NC=CC2=CC(=C(C=C12)OC(C)C)C(=O)N 1-{[(1s,2s,5r)-4-oxo-3-azabicyclo[3.1.0]hex-2-yl]methoxy}-7-(prop-2-yloxy)isoquinoline-6-carboxamide